ClC=1C=C(C=CC1Cl)C=1N(C(=CC(C1C(=O)O)=O)CN1N=C(C=C1OC(F)F)C)CC 2-(3,4-dichlorophenyl)-6-[[5-(difluoromethoxy)-3-methyl-pyrazol-1-yl]methyl]-1-ethyl-4-oxo-pyridine-3-carboxylic acid